C(C(C)C)(=O)OC1=C(C=CC=C1)/C=C/C(=O)O (E)-3-(2-(isobutyryloxy)phenyl)acrylic acid